C(C)(C)(C)OC(=O)N1CCC2=C(C=CC=C12)Br 4-bromo-2,3-dihydro-1H-indole-1-carboxylic acid tert-butyl ester